(2S,4R)-1-[(2S)-2-(4-cyclopropyltriazol-1-yl)-3,3-dimethyl-butanoyl]-N-[(1R,2S)-2-(2,4-difluorophenyl)cyclopropyl]-4-hydroxy-pyrrolidine-2-carboxamide C1(CC1)C=1N=NN(C1)[C@H](C(=O)N1[C@@H](C[C@H](C1)O)C(=O)N[C@H]1[C@@H](C1)C1=C(C=C(C=C1)F)F)C(C)(C)C